C(C)N(CCCNC(C=1CC(C=CC1)(C)NC1=CC=C(C=C1)NC(C1=CC=C(C=C1)OC)=O)=O)CC N-(3-Diethylamino-propyl)-3-[4-(4-methoxy-benzoylamino)-phenylamino]-3-methyl-benzamide